1-cyclobutyl-4-(4-nitrophenoxy)piperidine methyl-(S)-3-cyclopropyl-2-(3-phenylpropanamido)propanoate COC([C@H](CC1CC1)NC(CCC1=CC=CC=C1)=O)=O.C1(CCC1)N1CCC(CC1)OC1=CC=C(C=C1)[N+](=O)[O-]